tert-butyl 2'-(2-methyl-1H-pyrrolo[2,3-b]pyridin-5-yl)-5',6'-dihydrospiro[azetidine-3,4'-pyrrolo[1,2-b]pyrazole]-1-carboxylate CC1=CC=2C(=NC=C(C2)C=2C=C3N(N2)CCC32CN(C2)C(=O)OC(C)(C)C)N1